caprylyl-decanol C(CCCCCCC)(=O)C(CCCCCCCCC)O